C1(=CC=CC=C1)C1=CC=C(N=N1)CNCCNC(OC(C)(C)C)=O tert-butyl (2-(((6-phenylpyridazin-3-yl)methyl)amino)ethyl)carbamate